ClC=1C=CC(=C(C1)C1=C(N=NN1)C=1C=C2C=C(C=NC2=CC1)N1CCNCC1)F 6-[5-(5-chloro-2-fluoro-phenyl)-1H-triazol-4-yl]-3-piperazin-1-yl-quinoline